Cl.N1(CCNCC1)C(=O)N1CCSC2=C(C1)C=CC(=C2)C(F)(F)F Piperazin-1-yl(8-(trifluoromethyl)-2,3-dihydrobenzo[f][1,4]thiazepin-4(5H)-yl)methanone hydrochloride